N1=C(C=CC=C1)C=1C=C2C(=CC1)OCCC21CC1 6-(2-pyridinyl)-2,3-dihydrospiro[chromen-4,1'-cyclopropane]